N-ethyl-N-2-hydroxyethyl-p-phenylenediamine C(C)N(C1=CC=C(C=C1)N)CCO